CO[C@@H]1C[C@H](C1)NC1=NN2C(C=N1)=C(C=C2)C=2C=CC1=C(N(N=N1)C)C2 N-(trans-3-methoxycyclobutyl)-5-(1-methyl-1H-benzo[d][1,2,3]triazol-6-yl)pyrrolo[2,1-f][1,2,4]triazin-2-amine